alpha-ketopropanic acid O=C(C(=O)O)C